C(C=1C(C(=O)O)=CC=CC1)(=O)O.C(CCC)OCC1CCCCC1 cyclohexylmethyl butyl ether phthalate